Ethyl 4-(3-chlorophenyl)-1-((2-(trimethylsilyl)ethoxy)methyl)-1H-imidazole-2-carboxylate ClC=1C=C(C=CC1)C=1N=C(N(C1)COCC[Si](C)(C)C)C(=O)OCC